3-(N-(benzo[d][1,3]dioxol-5-yl)sulfamoyl)-N-(3,4-dihydro-2H-benzo[b][1,4]dioxepin-7-yl)benzamide O1COC2=C1C=CC(=C2)NS(=O)(=O)C=2C=C(C(=O)NC1=CC3=C(OCCCO3)C=C1)C=CC2